CC=1C(=C2C=CNC2=C(C1)C)CC1C(CN(CC1)C1CC(C1)F)C1=CC=C(C(=O)O)C=C1 4-(4-((5,7-dimethyl-1H-indol-4-yl)methyl)-1-(3-fluorocyclobutyl)piperidin-3-yl)benzoic acid